methyl 1-ethyl-3-propionyl-pyrazole-4-carboxylate C(C)N1N=C(C(=C1)C(=O)OC)C(CC)=O